O[C@@H](CN1CCC2(CC1)C(NC1=CC=C(C=C12)Cl)=O)C 1'-[(R)-2-hydroxypropyl]-5-chlorospiro[indoline-3,4'-piperidin]-2-one